(1S,3S)-3-(4-(5-(((Butyl(methyl)carbamoyl)oxy)methyl)-1-methyl-1H-pyrazol-4-yl)phenoxy)cyclohexan C(CCC)N(C(=O)OCC1=C(C=NN1C)C1=CC=C(OC2CCCCC2)C=C1)C